ClC=1C=C(CN2C[C@@H](CC2)CNC(OC(C)(C)C)=O)C=C(C1)OCC tert-butyl (S)-((1-(3-chloro-5-ethoxybenzyl)pyrrolidin-3-yl)methyl)carbamate